FC(OC=1C(=NC(=NC1)C1COC1)NC1=NNC2=CC(=CC=C12)[C@@H]1C[C@@]12C(NC1=CC=C(C=C21)OC)=O)F (1r,2s)-2-(3-{[5-(difluoromethoxy)-2-(oxetan-3-yl)pyrimidin-4-yl]amino}-1H-indazol-6-yl)-5'-methoxyspiro[cyclopropan-1,3'-indol]-2'(1'H)-one